4-(4-(2-(1'-(4-(2,6-Dioxopiperidin-3-yl)phenyl)-[4,4'-bipiperidin]-1-yl)ethyl)-piperazin-1-yl)-2-((S)-1-(3-ethoxy-4-methoxyphenyl)-2-(methylsulfonyl)ethyl)isoindoline-1,3-dione O=C1NC(CCC1C1=CC=C(C=C1)N1CCC(CC1)C1CCN(CC1)CCN1CCN(CC1)C1=C2C(N(C(C2=CC=C1)=O)[C@H](CS(=O)(=O)C)C1=CC(=C(C=C1)OC)OCC)=O)=O